N-(2-methyl-4-(6-((5-(4-methylpiperazin-1-yl)pyridin-2-yl)amino)pyrimidin-4-yl)benzyl)-1H-pyrazole-3-carboxamide CC1=C(CNC(=O)C2=NNC=C2)C=CC(=C1)C1=NC=NC(=C1)NC1=NC=C(C=C1)N1CCN(CC1)C